3,4-dimethyl-N-[[4-(2-pyridinyloxy)phenyl]methyl]pyrimido[4',5':4,5]thieno[2,3-c]pyridazin-8-amine CC1=C(C2=C(N=N1)SC1=C2N=CN=C1NCC1=CC=C(C=C1)OC1=NC=CC=C1)C